tert-butyl (tert-butoxycarbonyl)(7-cyclopropyl-5-iodo-7H-pyrrolo[2,3-d]pyrimidin-4-yl)carbamate C(C)(C)(C)OC(=O)N(C(OC(C)(C)C)=O)C=1C2=C(N=CN1)N(C=C2I)C2CC2